ClCCC(=C(C1=CC=C(C=C1)O)C1=CC=C(C=C1)N1CCC(CC1)CN1C(C(N(C(C1([2H])[2H])([2H])[2H])C=1C=C2C(N(C(C2=CC1)=O)C1C(NC(CC1)=O)=O)=O)([2H])[2H])([2H])[2H])C1=CC=C(C=C1)O 5-(4-((1-(4-(4-chloro-1,2-bis(4-hydroxyphenyl)but-1-en-1-yl)phenyl)piperidin-4-yl)methyl)piperazin-1-yl-2,2,3,3,5,5,6,6-d8)-2-(2,6-dioxopiperidin-3-yl)isoindoline-1,3-dione